1-(6-Amino-9H-purin-9-yl)-1-deoxy-N-ethyl-β-D-ribofuranuronamide NC1=C2N=CN(C2=NC=N1)[C@H]1[C@H](O)[C@H](O)[C@H](O1)C(=O)NCC